N-((R)-1-(4-(ethylsulfonyl)phenyl)-2-hydroxyethyl)-6-((2S,4R)-2-((2-fluoroethoxy)methyl)-4-(4-(trifluoromethyl)phenoxy)pyrrolidin-1-yl)nicotinamide C(C)S(=O)(=O)C1=CC=C(C=C1)[C@H](CO)NC(C1=CN=C(C=C1)N1[C@@H](C[C@H](C1)OC1=CC=C(C=C1)C(F)(F)F)COCCF)=O